COC1=C(C(=C(C(=C1F)F)OC)F)F 1,4-dimethoxytetrafluorobenzene